5-hydroxy-7-oxabicyclo[2.2.1]Heptane-2-carboxamide OC1C2CC(C(C1)O2)C(=O)N